C1(=CC(=CC=C1)C1=NN(C(=C1CC1=CC=C(C=C1)S(N)(=O)=O)CCC1CC1)C=1SC=C(N1)C(=O)O)C1=CC=CC=C1 2-(3-([1,1'-biphenyl]-3-yl)-5-(2-cyclopropylethyl)-4-(4-sulfamoylbenzyl)-1H-pyrazol-1-yl)thiazole-4-carboxylic acid